O[C@@H]1[C@H](OC2=CC(=CC(=C2C1=O)O)O)C1=CC2=C(O[C@@H]([C@H](O2)C2=CC(=C(C=C2)O)OC)CO)C=C1 (2R,3R)-3,5,7-trihydroxy-2-[(2R,3R)-3-(4-hydroxy-3-methoxyphenyl)-2-(hydroxymethyl)-2,3-dihydrobenzo[b][1,4]dioxin-6-yl]chroman-4-one